4-bromo-1-isopropyl-N-(1-(methylsulfonyl)piperidin-4-yl)-1H-[1,2,3]triazolo[4,5-H]quinazolin-8-amine BrC1=CC=2C=NC(=NC2C2=C1N=NN2C(C)C)NC2CCN(CC2)S(=O)(=O)C